4-[5-(aminomethyl)-2-(4-chloro-1-ethyl-3-methyl-1H-pyrazol-5-yl)-1,3-thiazol-4-yl]-1-methyl-1H-pyrazolo[4,3-c]pyridine-6-carboxamide NCC1=C(N=C(S1)C1=C(C(=NN1CC)C)Cl)C1=NC(=CC2=C1C=NN2C)C(=O)N